N-t-butyloxycarbonyl-3-aminothiophene-2-carboxylic acid C(C)(C)(C)OC(=O)NC1=C(SC=C1)C(=O)O